4-(phenyldiazenyl)aniline hydrochloride Cl.C1(=CC=CC=C1)N=NC1=CC=C(N)C=C1